C(=O)(OC(C)(C)C)N1C[C@H](CC1)NC (S)-1-Boc-3-(methylamino)pyrrolidine